6-amino-9-(4-(((3,3-difluorocyclobutyl)amino)methyl)-2-methoxybenzyl)-2-ethoxy-9H-purin-8-ol NC1=C2N=C(N(C2=NC(=N1)OCC)CC1=C(C=C(C=C1)CNC1CC(C1)(F)F)OC)O